1,2,3-tris(mercaptopropylthio)propane SCCCSCC(CSCCCS)SCCCS